2-amino-6-(3-chloroanilino)purine NC1=NC(=C2NC=NC2=N1)NC1=CC(=CC=C1)Cl